(4-nitrophenoxy)thietane [N+](=O)([O-])C1=CC=C(OC2SCC2)C=C1